((6-(2-chloro-6-propyl-7H-pyrrolo[2,3-d]pyrimidin-7-yl)pyridin-2-yl)imino)dimethyl-λ6-sulfanone methyl-7-bromo-4-hydroxyisoquinoline-3-carboxylate COC(=O)C=1N=CC2=CC(=CC=C2C1O)Br.ClC=1N=CC2=C(N1)N(C(=C2)CCC)C2=CC=CC(=N2)N=S(=O)(C)C